3-(5'-(3-(4,4-Difluoropiperidin-1-yl)propoxy)-[2,2'-bipyridin]-4-yl)-5-(trifluoromethyl)-1,2,4-oxadiazole FC1(CCN(CC1)CCCOC=1C=CC(=NC1)C1=NC=CC(=C1)C1=NOC(=N1)C(F)(F)F)F